(4-fluorophenyl)diphenyl-sulfonium FC1=CC=C(C=C1)[S+](C1=CC=CC=C1)C1=CC=CC=C1